N-((1s,3s)-3-(6-((1-(6-((2-(2,6-dioxopiperidin-3-yl)-1,3-dioxoisoindoline-5-yl)amino)hexanoyl)piperidin-4-yl)amino)-9H-purin-9-yl)cyclobutyl)-6-methylpicolinamide O=C1NC(CC[C@@H]1N1C(C2=CC=C(C=C2C1=O)NCCCCCC(=O)N1CCC(CC1)NC1=C2N=CN(C2=NC=N1)C1CC(C1)NC(C1=NC(=CC=C1)C)=O)=O)=O